CC1=C(C=C(N)C=C1)C=1C=C(C=2N(C1)C=CN2)N2CCOCC2 4-methyl-3-[8-(morpholin-4-yl)imidazo[1,2-a]pyridin-6-yl]aniline